CC1C=C(C=C(C1(N)N)C)C 2,4,6-trimethyl-3,3-phenylenediamine